2,4,5-trifluoro-chlorobenzene FC1=C(C=C(C(=C1)F)F)Cl